C(C)C1CC(CCC1)NC(C1=NC=CC(=C1)N1C=NC=C1)=O N-(3-ethylcyclohexyl)-4-(1H-imidazol-1-yl)picolinamide